((1S,6R,7R)-3-(3-(2-chloro-3-(pyrazin-2-yl)phenyl)-1H-pyrazolo[3,4-b]pyrazin-6-yl)-7-(2-fluorophenyl)-3-azabicyclo[4.1.0]heptan-7-yl)methanamine ClC1=C(C=CC=C1C1=NC=CN=C1)C1=NNC2=NC(=CN=C21)N2C[C@@H]1[C@]([C@@H]1CC2)(C2=C(C=CC=C2)F)CN